NCCNCCNCCN 1,4,7,10-tetraazadecane